C(C)(C)C=1C(=NNC1C=1C=C(C=2N(C1)N=CN2)OC)C=2SC(=C(N2)C)C2CCN(CC2)CC(=O)N(C)C 2-(4-(2-(4-isopropyl-5-(8-methoxy-[1,2,4]triazolo[1,5-a]pyridin-6-yl)-1H-pyrazol-3-yl)-4-methylthiazol-5-yl)piperidin-1-yl)-N,N-dimethylacetamide